tert-butyl (3R)-3-(2-isopropoxyphenyl)piperazine-1-carboxylate C(C)(C)OC1=C(C=CC=C1)[C@@H]1CN(CCN1)C(=O)OC(C)(C)C